(R,Z)-N-(5-Bromo-2-chlorobenzylidene)-2-methylpropane-2-sulfinamide BrC=1C=CC(=C(\C=N/[S@](=O)C(C)(C)C)C1)Cl